COC(/C(=C/OC)/OC1=C(C=CC(=C1)N1N=CC(=N1)CCC)C)=O (Z)-3-methoxy-2-[2-methyl-5-(4-propyltriazol-2-yl)phenoxy]2-propenoic acid methyl ester